FC(C(C(F)(F)F)OC(CCC1C(C(CCC1)CCC(=O)OC(C(F)(F)F)C(F)(F)F)=O)=O)(F)F di(1,1,1,3,3,3-hexafluoropropan-2-yl)3,3'-(1-oxocyclohex-2,6-diyl)dipropanoate